COCN1N=C(C(=C1)NC=1N=CC2=C(N1)N(C(=C2)C#N)[C@H]2COC[C@@H]2C)O[C@H]2[C@@H](OC2)C 2-[[1-(methoxymethyl)-3-[(trans)-2-methyloxetan-3-yl]oxy-pyrazol-4-yl]amino]-7-[(3r,4r)-4-methyltetrahydrofuran-3-yl]pyrrolo[2,3-d]pyrimidine-6-carbonitrile